O1C2=C(OCC1)C=C(C=C2)C=2C(=C(C=CC1=CC(=C(CNC(C(=O)O)CO)C=C1)OC)C=CC2)C 2-(4-(3-(2,3-dihydrobenzo[b][1,4]dioxin-6-yl)-2-methylstyryl)-2-methoxybenzylamino)-3-hydroxypropionic acid